2-[(2'S,7R)-2-chloro-2'-methyl-1'-[[1-(2-methylsulfonylethyl)pyrazol-4-yl]methyl]spiro[4,5-dihydrothieno[2,3-c]pyran-7,4'-piperidine]-4-yl]isoindoline-1,3-dione ClC1=CC2=C(S1)[C@@]1(C[C@@H](N(CC1)CC=1C=NN(C1)CCS(=O)(=O)C)C)OCC2N2C(C1=CC=CC=C1C2=O)=O